tert-butyl (1-(5-bromo-4-cyanopyrimidin-2-yl)-4-methylpiperidin-4-yl)carbamate BrC=1C(=NC(=NC1)N1CCC(CC1)(C)NC(OC(C)(C)C)=O)C#N